4-[2-amino-5-(3,4,5-trimethoxy-phenyl)-3-pyridyl]phenol NC1=NC=C(C=C1C1=CC=C(C=C1)O)C1=CC(=C(C(=C1)OC)OC)OC